N-(2-((4-fluorophenyl)sulfinyl)phenyl)benzamide FC1=CC=C(C=C1)S(=O)C1=C(C=CC=C1)NC(C1=CC=CC=C1)=O